(S)-N-(1-(4-(N-t-butylsulfamoyl)-3-(trifluoromethyl)phenylamino)-1-oxo-3-phenylpropan-2-yl)-4-fluorobenzamide C(C)(C)(C)NS(=O)(=O)C1=C(C=C(C=C1)NC([C@H](CC1=CC=CC=C1)NC(C1=CC=C(C=C1)F)=O)=O)C(F)(F)F